BrC=1C(=CC2=C(N(CC(CS2(=O)=O)(C)CCCC)C2=CC=C(C=C2)F)C1)OC 7-Bromo-3-butyl-5-(4-fluorophenyl)-8-methoxy-3-methyl-2,3,4,5-tetrahydro-1,5-benzothiazepine 1,1-dioxide